(R)-2-((R)-3,3-difluorocyclopentyl)-N-(6,7-dihydro-4H-pyrano[4,3-d]thiazol-2-yl)-2-(4-(2-methyl-2H-tetrazol-5-yl)phenyl)acetamide FC1(C[C@@H](CC1)[C@@H](C(=O)NC=1SC2=C(N1)CCOC2)C2=CC=C(C=C2)C=2N=NN(N2)C)F